C(C)(C)(C)OC(NC=1C=NC=C(C1)C1=NOC=N1)=O 5-(1,2,4-oxadiazolyl)(3-pyridyl)carbamic acid tert-butyl ester